C1(=CC=CC=C1)N1CC(CC1)CNC(=O)N1C=NC(=C1)C1=CC=C(OCC2=C(C(=O)N)C=CC=N2)C=C1 2-((4-(1-(((1-phenylpyrrolidin-3-yl)methyl)carbamoyl)-1H-imidazol-4-yl)phenoxy)methyl)nicotinamide